tert-butyl 4-(3-(6-(5-(3-(2-methoxy-2-oxoethoxy)propoxy)pentyloxy)chroman-4-ylcarbamoyl)phenylamino)-4-(5-(pyridin-4-yl)-4H-1,2,4-triazol-3-yl)piperidine-1-carboxylate COC(COCCCOCCCCCOC=1C=C2C(CCOC2=CC1)NC(=O)C=1C=C(C=CC1)NC1(CCN(CC1)C(=O)OC(C)(C)C)C1=NN=C(N1)C1=CC=NC=C1)=O